O[C@H](CCO)[C@@H]1CCCCCCCCCCC(O1)=O |r| (SR)-13-((RS)-1,3-dihydroxypropyl)oxacyclotridecan-2-one